3-methoxybenzothioamide COC=1C=C(C(N)=S)C=CC1